(4-(4-((5-cyclopropyl-3-(2,6-dichlorophenyl)isoxazol-4-yl)methoxy)piperidin-1-yl)phenyl)boronic acid C1(CC1)C1=C(C(=NO1)C1=C(C=CC=C1Cl)Cl)COC1CCN(CC1)C1=CC=C(C=C1)B(O)O